tert-butyl (6aR,9R)-9-(Bis(ethyl-d5)carbamoyl)-5-bromo-7-methyl-6a,7,8,9-tetrahydroindolo[4,3-fg]quinoline-4(6H)-carboxylate C(C([2H])([2H])[2H])([2H])([2H])N(C(=O)[C@H]1CN([C@@H]2CC=3C4=C(C2=C1)C=CC=C4N(C3Br)C(=O)OC(C)(C)C)C)C(C([2H])([2H])[2H])([2H])[2H]